4-hydroxy-5-(5H-imidazo[5,1-a]isoindol-5-yl)-N-methyl-4,5,6,7-tetrahydrobenzo[d]thiazole-2-carboxamide OC1C(CCC2=C1N=C(S2)C(=O)NC)C2N1C(C3=CC=CC=C23)=CN=C1